C(C)S(=O)(=O)C1=CC=C(C=C1)CC(=O)NC1=CC=C(C=C1)CCN1CCCC2=C(C=CC=C12)C 2-(4-(ethylsulfonyl)phenyl)-N-(4-(2-(5-methyl-3,4-dihydroquinolin-1(2H)-yl)Ethyl)phenyl)acetamide